1,1,1,4,4,4-HEXAFLUORO-2-BUTYNE FC(C#CC(F)(F)F)(F)F